benzyl N-[(1r,3s)-3-[[5,7-difluoro-2-(4-fluorophenyl)-1H-indol-3-yl]methyl]cyclobutyl]carbamate FC=1C=C2C(=C(NC2=C(C1)F)C1=CC=C(C=C1)F)CC1CC(C1)NC(OCC1=CC=CC=C1)=O